2-(3-bromo-4-(methoxymethoxy)phenyl)-N-(2-(2-fluoroethoxy)ethyl)-N,5-dimethylbenzo[d]thiazol-6-amine BrC=1C=C(C=CC1OCOC)C=1SC2=C(N1)C=C(C(=C2)N(C)CCOCCF)C